FC(S(=O)(=O)[O-])(F)F.C1(=CC=CC=C1)[S+](C1=CC=CC=C1)C1=CC=CC=C1 triphenylsulfonium trifluoromethanesulfonate